5-((2-bromo-5-isopropylpyridin-4-yl)oxy)pyrimidine-2,4-diamine BrC1=NC=C(C(=C1)OC=1C(=NC(=NC1)N)N)C(C)C